N=1C=CN2C1C=CC(=C2)C=2C=CN1N=C(N=CC12)N[C@@H]1CC[C@@H](CC1)OC(F)(F)F 5-(imidazo[1,2-a]pyridin-6-yl)-N-(cis-4-(trifluoromethoxy)cyclohexyl)pyrrolo[2,1-f][1,2,4]triazin-2-amine